C(C)(C)(C)S(=O)(=O)C#CC1=CC=C(OC2=C(N=NN2)C(=O)O)C=C1 5-(4-((tert-butylsulfonyl)ethynyl)phenoxy)-1H-1,2,3-triazole-4-carboxylic acid